C1(CC1)C=1N=NN(C1)C1=NC=C(C=N1)N1C(NC2(C1)CCC(CC2)(C2=CC=CC=C2)N(C)C)=O 3-(2-(4-cyclopropyl-1H-1,2,3-triazol-1-yl)pyrimidin-5-yl)-8-(dimethylamino)-8-phenyl-1,3-diazaspiro[4.5]decan-2-one